N[C@@H](C(=O)N[C@@H](C(=O)N[C@@H](C(=O)N)CS)CS)CS (S)-2-amino-N-((S)-1-(((S)-1-amino-3-mercapto-1-oxopropan-2-yl)amino)-3-mercapto-1-oxopropan-2-yl)-3-mercaptopropionamide